2,6-dichloro-1,2,3,4,4a,9a-hexahydroanthraquinone ClC1CC2C(C3=CC=C(C=C3C(C2CC1)=O)Cl)=O